N-(tert-butyl)-4-(5''-((2-hydroxyethyl)sulfonamido)dispiro[cyclopropane-1,1'-cyclohexane-4',3''-indoline]-1''-carbonyl)thiophene-2-sulfonamide C(C)(C)(C)NS(=O)(=O)C=1SC=C(C1)C(=O)N1CC2(C3=CC(=CC=C13)NS(=O)(=O)CCO)CCC1(CC2)CC1